(Z)-4-(6-(2-Fluoro-2-(6-(pyridazin-4-yl)pyrazin-2-yl)vinyl)-3-phenoxy-2-(trifluoromethyl)phenyl)-1-oxa-4,9-diazaspiro[5.5]undecane F\C(=C/C1=CC=C(C(=C1N1CCOC2(C1)CCNCC2)C(F)(F)F)OC2=CC=CC=C2)\C2=NC(=CN=C2)C2=CN=NC=C2